C(C)(C)(C)OC(=O)N[C@H](C(=O)OCC#N)CC=1SC=C(N1)C=1SC=C(N1)C1=NC=CC=C1C(N)=O cyanomethyl (S)-2-((tert-butoxycarbonyl)amino)-3-(4-(3-carbamoylpyridin-2-yl)-[2,4'-bithiazol]-2'-yl)propanoate